COC1=CC=C(C=C1)CN1C2NCCC3CCCC(C1=C=O)C23 2-[(4-methoxyphenyl)methyl]-3-carbonyl-2,11-diazatricyclo[6.3.1.04,12]dodecan